6-(8-dimethylamino-2-oxo-8-phenyl-1,3-diazaspiro[4.5]decan-3-yl)-5-methyl-pyridine-3-carboxylic acid amide CN(C1(CCC2(CN(C(N2)=O)C2=C(C=C(C=N2)C(=O)N)C)CC1)C1=CC=CC=C1)C